BrC=1C=CC(=C(C1)C(CC(=O)OCC)O)F ethyl 3-(5-bromo-2-fluoro-phenyl)-3-hydroxy-propionate